7-bromo-2-chloro-6-fluoro-N-(3-fluorophenyl)-N-methyl-quinazolin-4-amine BrC1=C(C=C2C(=NC(=NC2=C1)Cl)N(C)C1=CC(=CC=C1)F)F